P(=O)(OC[C@@H](COC(CCCCCCCCCCCCCCC)=O)OC(CCCCCCC\C=C/C\C=C/CCCCC)=O)(OCC[N+](C)(C)C)[O-] (R)-2-(((9Z,12Z)-octadeca-9,12-dienoyl)oxy)-3-(palmitoyloxy)propyl (2-(trimethylammonio)ethyl) phosphate